4-(2-oxo-(1,2,4-triazin-3-yl)-propoxy)-7-chloroquinoline O=C(COC1=CC=NC2=CC(=CC=C12)Cl)CC=1N=NC=CN1